[IH2+].CC1=NC=CC=C1 methyl-pyridine iodonium salt